CC=1OC(=CN1)C(=O)OC1CN(C1)C=1N=C(C2=C(N1)CC[S+]2[O-])N(C2CCOCC2)C [1-[4-[methyl(tetrahydropyran-4-yl)amino]-5-oxido-6,7-dihydro-thieno[3,2-d]pyrimidin-5-ium-2-yl]azetidin-3-yl] 2-methyloxazole-5-carboxylate